1-[7-difluoromethyl-6-(1-methylcarbamoylmethyl-1H-pyrazol-4-yl)-3,4-dihydro-2H-quinolin-1-yl]-isoquinoline-3-carboxylic acid methylamide CNC(=O)C=1N=C(C2=CC=CC=C2C1)N1CCCC2=CC(=C(C=C12)C(F)F)C=1C=NN(C1)CC(NC)=O